4-[2-methyl-2,3-dihydro-1-benzofuran-5-yl]piperidine CC1OC2=C(C1)C=C(C=C2)C2CCNCC2